C(C1=CC=CC=C1)O[C@@H]1[C@H](N(C[C@@H]([C@H]1OCC1=CC=CC=C1)OCC1=CC=CC=C1)CC1CCC2(CC2)CC1)C (2R,3R,4R,5S)-3,4,5-tris(benzyloxy)-2-methyl-1-(spiro[2.5]octan-6-ylmethyl)piperidine